COC=1C(=C(OC2=CC=C(C=C2)C2=NN(C3=C2C=NC=C3OCCC)[C@H]3CN(CCC3)C(C=C)=O)C=CC1)OCCC (R)-1-(3-(3-(4-(3-methoxy-2-propoxyphenoxy)phenyl)-7-propoxy-1H-pyrazolo[4,3-c]pyridin-1-yl)piperidin-1-yl)prop-2-en-1-one